{6-[3-Ethylamino-4-(1H-tetrazol-5-yl)-phenyl]-pyrimidin-4-yl}-[2-(4-methoxy-2-methyl-indol-1-yl)-ethyl]-amine C(C)NC=1C=C(C=CC1C1=NN=NN1)C1=CC(=NC=N1)NCCN1C(=CC2=C(C=CC=C12)OC)C